2-hydroxypentan-3-one OC(C)C(CC)=O